Cl.ClC=1C=C(C=C(C1)Cl)C=1OC2=C(N1)C=CC(=C2)C(=O)O[C@H]2[C@@H](C2)N(C)C trans-2-(dimethylamino)cyclopropyl 2-(3,5-dichlorophenyl)benzo-[d]oxazole-6-carboxylate hydrochloride